(tert-butyl 1-(3-(2-chloro-3-methylphenyl)-4-cyano-1H-pyrazolo[3,4-d]pyrimidin-6-yl)-4-phenylpiperidin-4-yl) carbamate C(N)(OC1(CC(N(CC1)C1=NC(=C2C(=N1)NN=C2C2=C(C(=CC=C2)C)Cl)C#N)C(C)(C)C)C2=CC=CC=C2)=O